N1N=C(C=C1)C1CCCCCCCCC1 pyrazolylcyclodecane